(R,R)-(1,4-diazabicyclo[3.2.2]nonan-4-yl)(3-(4-fluorophenyl)-4,5,6,7-tetrahydro-1H-4,7-methanoindazol-1-yl)methanone N12CCN(C(CC1)CC2)C(=O)N2N=C(C=1[C@@H]3CC[C@@H](C21)C3)C3=CC=C(C=C3)F